C1(CC1)[C@H](C(C)(C)O)N1C(C2=C(C(=CC=C2C1)F)C1=CC=C(C=C1)C=1OC(=NN1)C)=O (R)-2-(1-Cyclopropyl-2-hydroxy-2-methylpropyl)-6-fluoro-7-(4-(5-methyl-1,3,4-oxadiazol-2-yl)phenyl)isoindolin-1-one